tert-butyl rac-(2R,5S)-2-(4-hydroxyphenyl)-5-methyl-piperidine-1-carboxylate OC1=CC=C(C=C1)[C@@H]1N(C[C@H](CC1)C)C(=O)OC(C)(C)C |r|